FC1=CC(=C2CN(C(C2=C1)=O)C1C(NC(CC1)=O)=O)N1CCN(CC1)CCCCCCCC1=CC(=CC=C1)C1=NC=2N(C(=C1)N1CCN(CC1)CCO)N=C(C2C2=CC=CC=C2)C 3-(6-fluoro-4-(4-(7-(3-(7-(4-(2-hydroxyethyl)piperazin-1-yl)-2-methyl-3-phenyl-pyrazolo[1,5-a]pyrimidin-5-yl)phenyl)heptyl)piperazin-1-yl)-1-oxoisoindolin-2-yl)-piperidine-2,6-dione